(2-{5-amino-6-[1-(2,6-dichloro-3-fluoro-phenyl)-ethoxy]-pyrazin-2-yl}-pyridin-4-yl)-(4-methyl-piperazin-1-yl)-methanone NC=1N=CC(=NC1OC(C)C1=C(C(=CC=C1Cl)F)Cl)C1=NC=CC(=C1)C(=O)N1CCN(CC1)C